CC1=C(C(=CC2=CC3=C(C(=C12)O)C(=O)C4=C(C3)C=C(C=C4O)O)O)C(=O)O The molecule is a tetracenomycin that is 1-methyl-11-oxo-6,11-dihydrotetracene-2-carboxylic acid bearing four hydroxy substituents at positions 3, 8, 10 and 12. It is a tetracenomycin, a hydroxy monocarboxylic acid and a member of phenols. It is a conjugate acid of a tetracenomycin F1(1-).